FC=1C(=NC(=NC1)N[C@@H]1CCN(CC12CC2)S(=O)(=O)C)C2=C(C1=C(C3(N(C1=O)C)CCOCC3)S2)C (R)-2'-(5-fluoro-2-((5-(methylsulfonyl)-5-azaspiro[2.5]octan-8-yl)amino)pyrimidin-4-yl)-3',5'-dimethyl-2,3,5,6-tetrahydrospiro[pyran-4,6'-thieno[2,3-c]pyrrol]-4'(5'H)-one